C(C)S(=O)(=O)C1=CC=C(C=C1)C1=CC=C2C(=N1)SC(=N2)OC(C)C2CCN(CC2)C2=NC(=NO2)C(C)C 5-(4-(1-((5-(4-(ethylsulfonyl)phenyl)thiazolo[5,4-b]pyridin-2-yl)oxy)ethyl)piperidin-1-yl)-3-isopropyl-1,2,4-oxadiazol